ClC1=NC=CC=C1CCOC 2-Chloro-3-(2-methoxyethyl)pyridine